ClC=1C=C(C=2N(N1)C(=CN2)C2=CSC(=C2)C)NCC2=NC=1C(=NC=CC1C)N2 6-chloro-N-((7-methyl-3H-imidazo[4,5-b]pyridin-2-yl)methyl)-3-(5-methylthiophen-3-yl)imidazo[1,2-b]pyridazin-8-amine